ClCC\C=C/CCCCCCCC(OCCC)OCCC (3Z)-1-chloro-12,12-dipropoxy-3-dodecene